C(#N)C1=CC2=C(N(C(=N2)NC(=O)C2=CC(=NN2CC)C)CC2=CC=C(C=N2)P(O)(O)=O)C=C1 (6-((5-cyano-2-(1-ethyl-3-methyl-1H-pyrazole-5-carboxamido)-1H-benzo[d]imidazol-1-yl)methyl)pyridin-3-yl)phosphonic acid